4-chloro-2-[4-[(2,4-dimethoxyphenyl)methylamino]Cinnolin-7-yl]-N-propan-2-yl-benzamide formate C(=O)O.ClC1=CC(=C(C(=O)NC(C)C)C=C1)C1=CC=C2C(=CN=NC2=C1)NCC1=C(C=C(C=C1)OC)OC